CN1CC2C(C1)CCC2 2-methylhexahydrocyclopenta[c]pyrrol